2-[(4-methyl-4H-1,2,4-triazol-3-yl)sulfanyl]-5-nitrobenzoic acid CN1C(=NN=C1)SC1=C(C(=O)O)C=C(C=C1)[N+](=O)[O-]